5,10-dineopentyl-5,10-dihydro-2,7-diisobutylphenazine C(C(C)(C)C)N1C=2C=CC(=CC2N(C2=CC=C(C=C12)CC(C)C)CC(C)(C)C)CC(C)C